C(C)(C)(C)OC(=O)N1[C@H](CN(CC1)C1=NC(=NC2=C1C=1N(C(=N2)C2=CC=CC3=CC=CC(=C23)Cl)N=CC1)Cl)CC#N (S)-4-(3-chloro-6-(8-chloronaphthalen-1-yl)pyrazolo[1,5-c]pyrimido[5,4-e]pyrimidin-1-yl)-2-(cyanomethyl)piperazine-1-carboxylic acid tert-butyl ester